2-(4-(benzyloxy)-3-methoxyphenyl)ethane-1,1-d2 C(C1=CC=CC=C1)OC1=C(C=C(C=C1)CC([2H])[2H])OC